IC1=C(C=CC=C1)C(=O)N1CCN(CC1)C1=NC=CC=N1 (2-iodophenyl)(4-(pyrimidin-2-yl)piperazin-1-yl)methanone